(S)-N-(2,3-dihydro-1H-inden-1-yl)-2-(4-ethylpiperazin-1-yl)-4-methylbenzo-[d]thiazole-6-carboxamide [C@@H]1(CCC2=CC=CC=C12)NC(=O)C1=CC2=C(N=C(S2)N2CCN(CC2)CC)C(=C1)C